2,2-dimethyl-5-(((4-phenylquinolin-8-yl)amino)methylene)-1,3-dioxane CC1(OCC(CO1)=CNC=1C=CC=C2C(=CC=NC12)C1=CC=CC=C1)C